3-(4-((2-(1H-indol-3-yl)ethyl)amino)-7,8-dihydro-6H-pyrimido[5,4-b][1,4]oxazin-2-yl)-5-(trifluoromethyl)pyridin-2-ol N1C=C(C2=CC=CC=C12)CCNC1=NC(=NC2=C1OCCN2)C=2C(=NC=C(C2)C(F)(F)F)O